C(C)NC(=O)[C@H]1O[C@H]([C@@H]([C@@H]1O)O)N1C2=NC(=NC(=C2N=C1)NC)C=1C=NC=C(C1)F (2S,3S,4R,5R)-N-ethyl-5-(2-(5-fluoropyridin-3-yl)-6-(methylamino)-9H-purin-9-yl)-3,4-dihydroxyl-tetrahydrofuran-2-formamide